2',6'-dimethyl-2-(trifluoromethyl)spiro[4,5-dihydrothieno[2,3-c]pyran-7,4'-piperidine] CC1NC(CC2(C1)OCCC1=C2SC(=C1)C(F)(F)F)C